Thionyl-coenzyme A S(=O)=NC=1C=2N=CN([C@H]3[C@H](O)[C@H](OP(=O)(O)O)[C@@H](COP(=O)(O)OP(=O)(O)OCC(C)(C)[C@@H](O)C(=O)NCCC(=O)NCCS)O3)C2N=CN1